3,9-dioctadecyloxy-2,4,8,10-tetraoxa-3,9-diphosphospiro[5.5]undecane C(CCCCCCCCCCCCCCCCC)OC1(OCC2(CO1)COC(OC2)(P(=O)=O)OCCCCCCCCCCCCCCCCCC)P(=O)=O